2-methyl-1-((2-(2-methyl-[1,1'-biphenyl]-3-yl)-6-(2,2,2-trifluoroethoxy)benzo[d]oxazol-5-yl)methyl)pyrrolidine-2-carboxylic acid CC1(N(CCC1)CC=1C(=CC2=C(N=C(O2)C=2C(=C(C=CC2)C2=CC=CC=C2)C)C1)OCC(F)(F)F)C(=O)O